2,2,4,4-tetrabutyl-1,3-cyclobutanediol C(CCC)C1(C(C(C1O)(CCCC)CCCC)O)CCCC